ClC=1C=C(C=CC1F)C(N[S@](=O)C(C)(C)C)C1=NNC(=C1)C(F)(F)F (R)-N-((3-chloro-4-fluorophenyl)(5-(trifluoromethyl)-1H-pyrazol-3-yl)methyl)-2-methylpropan-2-sulfinamide